C(C)(C)(C)OC(CN1N=CC(=C1)N)=O 2-(4-amino-1H-pyrazol-1-yl)acetic acid tert-butyl ester